ClC1=C(C=C(C(=C1)Cl)N1C(C2=CC=CC=C2C1=O)=O)NC(=O)N[C@@H](C)C=1N(N=CN1)C1=NC=CC=N1 1-[2,4-dichloro-5-(1,3-dioxoisoindolin-2-yl)phenyl]-3-[(1S)-1-(2-pyrimidin-2-yl-1,2,4-triazol-3-yl)ethyl]urea